CC1=NN(C(=C1)C1=NSC=2C1=NC(=CC2C2(CCCC2)O)N2[C@@H](COCC2)C)C2OCCCC2 1-(3-(3-methyl-1-(tetrahydro-2H-pyran-2-yl)-1H-pyrazol-5-yl)-5-((R)-3-methylmorpholino)isothiazolo[4,5-b]pyridin-7-yl)cyclopentan-1-ol